C1(CCCC1)CN1N=CC=2C1=NC(=NC2NC=2N=CN(C2)C2=CC(=C(C(=C2)OC)OC)OC)C(=C)C 1-(cyclopentylmethyl)-6-(prop-1-en-2-yl)-N-(1-(3,4,5-trimethoxyphenyl)-1H-imidazol-4-yl)-1H-pyrazolo[3,4-d]pyrimidin-4-amine